ClC=1C=C(C=CC1F)NC(N(CC=1C2=C(NN1)CCOC2)C=2C=NC(=CC2)C#N)=O 3-(3-Chloro-4-fluorophenyl)-1-(6-cyanopyridin-3-yl)-1-((1,4,6,7-tetrahydropyrano[4,3-c]pyrazol-3-yl)methyl)urea